[N+](#[C-])CC[Se]C1=CC=CC=C1 (2-isocyanoethyl)(phenyl)selane